S1C(=NC=C1)N1N=C(C=C1)CC(=O)O 2-[1-(1,3-thiazol-2-yl)-1H-pyrazol-3-yl]acetic acid